C(C1=CC=CC=C1)OC1=CC(=C(C=C1)NC(=O)C1=C(C=NN1CC1CN(CCO1)C(=O)C1CCC1)Cl)C N-(4-(benzyloxy)-2-methylphenyl)-4-chloro-1-((4-(cyclobutanecarbonyl)morpholin-2-yl)methyl)-1H-pyrazole-5-carboxamide